COC1=C(C=CC=C1)[P@@](CC[P@@](C1=CC=CC=C1)C1=C(C=CC=C1)OC)C1=CC=CC=C1 (S,S)-1,2-bis[(2-methoxyphenyl)phenylphosphino]ethane